C1(CCCC1)OC1=CC=2N(C=C1C(=O)NC1=NN(C=C1)C)C=C(N2)[C@@]21CO[C@@](CC2)(C1)C 7-(cyclopentyloxy)-N-(1-methyl-1H-pyrazol-3-yl)-2-((1S,4R)-1-methyl-2-oxabicyclo[2.2.1]heptan-4-yl)imidazo[1,2-a]pyridine-6-carboxamide